1-((3R)-3-(1-(4-(2-fluoro-3-methoxyphenoxy)phenyl)-5-((tetrahydrofuran-3-yl)oxy)imidazo[1,5-a]pyrazin-3-yl)pyrrolidin-1-yl)but-2-yn-1-one FC1=C(OC2=CC=C(C=C2)C=2N=C(N3C2C=NC=C3OC3COCC3)[C@H]3CN(CC3)C(C#CC)=O)C=CC=C1OC